ClC=1C=NC=C(C1NC(C1=CC(=C(C=C1)OCCOCCOCCOCCNC1=C2C(N(C(C2=CC=C1)=O)C1C(NC(CC1)=O)=O)=O)OC(F)F)=O)Cl N-(3,5-dichloropyridin-4-yl)-3-(difluoromethoxy)-4-(2-(2-(2-(2-((2-(2,6-dioxo-piperidin-3-yl)-1,3-dioxoisoindolin-4-yl)amino)ethoxy)ethoxy)ethoxy)ethoxy)benzamide